N1C=CC2=CC(=CC=C12)C=O 1H-indol-5-yl-methanone